CS(=O)(=O)N[C@@H]1[C@@H](N(CCC1)C(=O)OC(C)C)CO[C@@H]1C[C@@H](C1)C1=CC=CC=C1 isopropyl cis-3-((methylsulfonyl)amino)-2-(((cis-3-phenylcyclobutyl) oxy)methyl)-piperidine-1-carboxylate